OC1=C2CCC(NC2=CC=C1)=O 5-hydroxy-3,4-dihydroquinolinone